C(C1=CC=CC=C1)OC(=O)N\C(\NCCC[C@H](NC(=O)OC(C)(C)C)C(=O)O\C(\C)=C\C(C1=CC=CC=C1)=O)=N/C(=O)OCC1=CC=CC=C1 (E)-4-oxo-4-phenylbut-2-en-2-yl (Z)-Nω,Nω'-bis((benzyloxy)carbonyl)-N2-(tert-butoxycarbonyl)-L-argininate